C1(=CC=CC=C1)C=1SC=C(N1)C(C(=O)OCC)=[N+]=[N-] ethyl (2-phenylthiazol-4-yl)diazoacetate